acrylic acid n-Propylt-butyl-3-oxapiperazine-1-carboxylate C(CC)C1(N(CCNO1)C(=O)O)C(C)(C)C.C(C=C)(=O)O